COC=1C=C2C=CN(C2=CC1)S(=O)(=O)C1=CC=C(C)C=C1 5-methoxy-1-tosyl-1H-indole